C(CCCCCCCCC=C)NC(C(=C)C)=O N-10-undecenyl-methacrylamide